3-hydroxy-4-methoxy-5-(sulfoxy)benzoic acid OC=1C=C(C(=O)O)C=C(C1OC)OS(=O)(=O)O